COC=1C(=C2C=CNC2=C(C1)C)CN1[C@@H](C[C@@H](CC1)NCC1(CC1)C(F)(F)F)C1=CC=C(C(=O)O)C=C1 4-((2S,4R)-1-((5-methoxy-7-methyl-1H-indol-4-yl)methyl)-4-(((1-(trifluoromethyl)cyclopropyl)methyl)amino)piperidin-2-yl)benzoic acid